N-(3-(2-Chloro-5-fluoropyrimidin-4-yl)imidazo[1,2-a]pyridin-6-yl)-4-fluorobenzamide ClC1=NC=C(C(=N1)C1=CN=C2N1C=C(C=C2)NC(C2=CC=C(C=C2)F)=O)F